ClC=1C=C2C=CN(C2=C(C1)C1=C2C(=NC=C1)C=C(S2)CN2C(C1C(C1C2=O)(C)C)=O)CC2(CCN(CC2)C)C#N 4-((5-Chloro-7-(2-((6,6-Dimethyl-2,4-dioxo-3-azabicyclo[3.1.0]hexane-3-yl)methyl)thieno[3,2-b]pyridin-7-yl)-1H-indol-1-yl)methyl)-1-methylpiperidine-4-carbonitrile